C(CCCCCCC)N(CCCCCCCC)CCC=CC1=CC=CC=C1 N,N-dioctylaminoethyl-styrene